C1(CCCCCC1)NCC1=C2C(=NC(=C1)C(=O)NC1=CC(=CC=C1)C1(CC(C1)C)C1=NN=CN1C)C(CO2)(C)C 7-((cycloheptylamino)methyl)-3,3-dimethyl-N-(3-((1s,3s)-3-methyl-1-(4-methyl-4H-1,2,4-triazol-3-yl)cyclobutyl)phenyl)-2,3-dihydrofuro[3,2-b]pyridine-5-carboxamide